2-(3-fluoro-2-(((S)-tetrahydrofuran-3-yl)amino)pyridin-4-yl)-2-oxoethyl (3S,8aR)-7-(6-amino-3-chloro-2-fluorophenyl)-5-oxo-1,2,3,5,8,8a-hexahydroindolizine-3-carboxylate NC1=CC=C(C(=C1C1=CC(N2[C@@H](CC[C@@H]2C1)C(=O)OCC(=O)C1=C(C(=NC=C1)N[C@@H]1COCC1)F)=O)F)Cl